glycidoxy-silicon C(C1CO1)O[Si]